COC(C1=C(C=C(C(=C1)O)NC(=O)C1CC1)F)=O 4-(cyclopropanecarboxamido)-2-fluoro-5-hydroxybenzoic acid methyl ester